C(C)O[Si](OCC)(OCC)CN1C=NC=C1 1-(Triethoxysilylmethyl)-1,3-diazol